erythruronic acid O=C[C@H](O)[C@H](O)C(=O)O